(1R,4R)-1-(2-chloro-4-(((R)-1-(3-(difluoromethyl)-2-fluorophenyl)ethyl)amino)-8,9-dihydrofuro[2,3-h]quinazolin-6-yl)cyclohexane-1,4-diol ClC1=NC2=C3C(=C(C=C2C(=N1)N[C@H](C)C1=C(C(=CC=C1)C(F)F)F)C1(CCC(CC1)O)O)OCC3